5-(6-Formylbenzo[d][1,3]dioxol-5-yl)-N-(pyridin-4-yl)-1H-indazole-3-carboxamide C(=O)C=1C(=CC2=C(OCO2)C1)C=1C=C2C(=NNC2=CC1)C(=O)NC1=CC=NC=C1